tert-butyl-cis-5-aminohexahydrocyclopenta[c]pyrrole C(C)(C)(C)C1NCC2C1=CC(C2)N